N-(2-aminoethyl)-4-(3,5-bis(trifluoromethyl)phenyl)-1-(4-(3,4-dichlorophenyl)-5-(isopropylsulfanyl)thiazol-2-yl)-N,3-dimethyl-1H-pyrazole-5-carboxamide NCCN(C(=O)C1=C(C(=NN1C=1SC(=C(N1)C1=CC(=C(C=C1)Cl)Cl)SC(C)C)C)C1=CC(=CC(=C1)C(F)(F)F)C(F)(F)F)C